C1(CC1)C[C@H]1C(=C(C(N(C1)C)=O)C(NC=1N=CSC1)=S)O |r| (5RS)-5-(cyclopropylmethyl)-4-hydroxy-1-methyl-2-oxo-N-(1,3-thiazol-4-yl)-1,2,5,6-tetrahydropyridine-3-carbothioamide